O=C1N(CCC2=C1SC(=N2)C=2C=NC(=CC2)N2CCCC2)C(=O)OC(C)(C)C tert-butyl 4-oxo-2-(6-(pyrrolidin-1-yl) pyridin-3-yl)-6,7-dihydrothiazolo[5,4-c]pyridine-5(4H)-carboxylate